CC1(OC2=C(C=C1)C=C(C=C2)NC(\C=C\C=2SC=CC2)=O)C (E)-N-(2,2-dimethyl-2H-benzopyran-6-yl)-3-(2-thienyl)acrylamide